CC1=NC=2C=CC=C(C2C=C1)S(=O)(=O)C1(CC1)C(=O)N (2-methylquinoline-5-sulfonyl)cyclopropane-1-carboxamide